(R)-1-(tert-butoxycarbonyl)-4-(((6-(4-fluorophenyl)-4-((1-(2-(trifluoromethyl)pyrimidin-5-yl)ethyl)amino)quinazolin-8-yl)oxy)methyl)piperidine-4-carboxylic acid C(C)(C)(C)OC(=O)N1CCC(CC1)(C(=O)O)COC=1C=C(C=C2C(=NC=NC12)N[C@H](C)C=1C=NC(=NC1)C(F)(F)F)C1=CC=C(C=C1)F